C[Si](CCOCN1C=NC2=CC=3C(NC=NC3C=C21)=O)(C)C 3-((2-(trimethylsilyl)ethoxy)methyl)-3H-imidazo[4,5-g]quinazolin-8(7H)-one